6,6-dimethylpiperidine CC1(CCCCN1)C